1-nonyl N,N-diisooctylaminoacetate C(CCCCC(C)C)N(CCCCCC(C)C)CC(=O)OCCCCCCCCC